(Sa)-N-[6-(5-chloro-1,3-benzoxazol-2-yl)spiro[3.3]heptan-2-yl]-5-[[2-(2-methoxyethoxy)acetyl]sulfamoyl]furan-2-carboxamide ClC=1C=CC2=C(N=C(O2)C2CC3(CC(C3)NC(=O)C=3OC(=CC3)S(NC(COCCOC)=O)(=O)=O)C2)C1